N-(4-(4-amino-2-ethyl-1H-imidazo[4,5-c]quinolin-1-yl)butyl)-N-(tetrahydro-2H-pyran-4-yl)acetamide NC1=NC=2C=CC=CC2C2=C1N=C(N2CCCCN(C(C)=O)C2CCOCC2)CC